OCC(C)(C)NC(=O)C=1C=2C[C@H]3[C@@H](C2N(N1)C1=NC=C(N=C1)Br)C3 (1aS,5aS)-2-(5-Bromo-pyrazin-2-yl)-1a,2,5,5a-tetrahydro-1H-2,3-diaza-cyclopropa[a]pentalene-4-carboxylic acid (2-hydroxy-1,1-dimethyl-ethyl)-amide